3-((3-methoxynaphthalen-2-yl)methyl)-2-naphthoic acid COC=1C(=CC2=CC=CC=C2C1)CC=1C(=CC2=CC=CC=C2C1)C(=O)O